CN1[C@@H](CCC1)C=CC(=O)OCC ethyl 3-((2S)-1-methylpyrrolidin-2-yl)prop-2-enoate